1-(tert-butyl) 3-methyl (5S)-5-methyl-4-oxopyrrolidine-1,3-dicarboxylate C[C@H]1C(C(CN1C(=O)OC(C)(C)C)C(=O)OC)=O